5-(3-aminopiperidin-1-yl)-9-(5-(difluoromethyl)-1,3,4-thiadiazol-2-yl)-N-(1-methylcyclopropyl)-9H-benzo[d]imidazo[1,2-a]imidazole-7-sulfonamide NC1CN(CCC1)C1=CC(=CC=2N(C=3N(C21)C=CN3)C=3SC(=NN3)C(F)F)S(=O)(=O)NC3(CC3)C